ClC1=NC=C(C(=C1)C=1C=NC=CC1C(=O)NC=1SC(=NN1)[C@H]1[C@@H](C1)C1=CC=C(C=C1)C#N)OC 2'-chloro-N-(5-((1R,2R)-2-(4-cyanophenyl)cyclopropyl)-1,3,4-thiadiazol-2-yl)-5'-methoxy-[3,4'-bipyridine]-4-carboxamide